FC1=CCCC1 1-fluorocyclopentene